BrC1=C(C=C(C=C1)C1=CC2(CNC2)CC1)OC(F)(F)F (rac)-6-(4-bromo-3-(trifluoromethoxy)phenyl)-2-azaspiro[3.4]Oct-5-ene